4-(3'-methylphenyl)aminopyridinium CC=1C=C(C=CC1)NC1=CC=[NH+]C=C1